N-[2-(1-benzylpiperidin-4-yl)ethyl]-4-hydroxy-4-[3-(trifluoromethyl)phenyl]piperidine-1-carboxamide C(C1=CC=CC=C1)N1CCC(CC1)CCNC(=O)N1CCC(CC1)(C1=CC(=CC=C1)C(F)(F)F)O